FCC(C(=O)O)(C)C 3-fluoro-2,2-dimethyl-propanoic acid